(2R)-1-phenylbutan-2-ol C1(=CC=CC=C1)C[C@@H](CC)O